Cl.CNC(=O)C1OCCCNC1 N-methyl-1,4-oxazepan-2-carboxamide hydrochloride